COC(C(O)(C)C1=CC(=C(C=C1)O)O)=O 3,4-dihydroxyphenyl-lactic acid methyl ester